(2S)-2-(9H-fluoren-9-ylmethoxycarbonylamino)-3-(5-iodo-2-methylphenyl)propionic acid C1=CC=CC=2C3=CC=CC=C3C(C12)COC(=O)N[C@H](C(=O)O)CC1=C(C=CC(=C1)I)C